ClC1=NC=C(C(=N1)N)OCCCl 2-chloro-5-(2-chloroethoxy)pyrimidin-4-amine